N-((3R,4S)-1-((4-(Dimethylamino)butyl)sulfonyl)-3-methylpiperidin-4-yl)-8-isopropoxy-7-(1H-pyrazol-4-yl)-[1,2,4]triazolo[1,5-c]pyrimidin-2-amine CN(CCCCS(=O)(=O)N1C[C@H]([C@H](CC1)NC1=NN2C=NC(=C(C2=N1)OC(C)C)C=1C=NNC1)C)C